3-[5-[2-(3-hydroxypropoxy)ethoxy]-1-tetrahydropyran-2-yl-indazol-3-yl]-5-morpholino-phenol OCCCOCCOC=1C=C2C(=NN(C2=CC1)C1OCCCC1)C=1C=C(C=C(C1)N1CCOCC1)O